4-chloro-N-ethyl-5-(trifluoromethyl)pyrimidin-2-amine ClC1=NC(=NC=C1C(F)(F)F)NCC